6-((2-bromo-6-chloro-1-(1-isopropyl-1H-pyrazol-4-yl)-1H-indol-3-yl)thio)picolinic acid BrC=1N(C2=CC(=CC=C2C1SC1=CC=CC(=N1)C(=O)O)Cl)C=1C=NN(C1)C(C)C